2-((1-(2-cyano-7-methyl-3-(pyrrolidin-1-yl)quinoxalin-5-yl)ethyl)amino)benzoic acid C(#N)C1=NC2=CC(=CC(=C2N=C1N1CCCC1)C(C)NC1=C(C(=O)O)C=CC=C1)C